3-[[5-(4-piperidinyl)pyrimidin-2-yl]amino]piperidine-2,6-dione HCl salt Cl.N1CCC(CC1)C=1C=NC(=NC1)NC1C(NC(CC1)=O)=O